4-(5-Chloro-2-(4-chloro-1H-1,2,3-triazol-1-yl)phenyl)-1-((1-(6-chloro-2-methylpyridin-3-yl)-1H-1,2,3-triazol-4-yl)methyl)-5-methoxypyridin-2(1H)-one ClC=1C=CC(=C(C1)C1=CC(N(C=C1OC)CC=1N=NN(C1)C=1C(=NC(=CC1)Cl)C)=O)N1N=NC(=C1)Cl